(R)-7-fluoro-N-hydroxy-1,3,4,6,11,11a-hexahydro-2H-pyrido[1,2-b]Isoquinoline-9-carboxamide FC1=CC(=CC=2C[C@@H]3N(CC12)CCCC3)C(=O)NO